(±)-3-(5-bromo-2-pyridyl)tetrahydrofuran-3-carbonitrile BrC=1C=CC(=NC1)[C@@]1(COCC1)C#N |r|